(1S,2S)-2-fluoro-N-{6-[2-({6-[1-hydroxypropyl]-4-methylpyridin-3-yl}amino)pyridin-3-yl]pyrimidin-4-yl}cyclopropane-1-carboxamide F[C@@H]1[C@@H](C1)C(=O)NC1=NC=NC(=C1)C=1C(=NC=CC1)NC=1C=NC(=CC1C)C(CC)O